5-phenyl-N-(piperidin-4-ylmethyl)isoxazole-3-carboxamide C1(=CC=CC=C1)C1=CC(=NO1)C(=O)NCC1CCNCC1